4,6-dibenzyloxy-1-cyclohexene C(C1=CC=CC=C1)OC1CC=CC(C1)OCC1=CC=CC=C1